(+/-)-N5-((1R,5S,6s)-3-acetyl-3-azabicyclo[3.1.0]hexan-6-yl)-N7-methyl-3-phenyl-2,3-dihydrobenzofuran-5,7-dicarboxamide C(C)(=O)N1C[C@@H]2C([C@@H]2C1)NC(=O)C=1C=C(C2=C(C(CO2)C2=CC=CC=C2)C1)C(=O)NC